C(C)OC(=O)C=1C(=NC=C(C1)Br)CBr 5-bromo-2-(bromomethyl)pyridine-3-carboxylic acid ethyl ester